2-isopropoxy-5-(3-(3-methoxy-1H-inden-7-yl)-1,2,4-oxadiazol-5-yl)benzonitrile C(C)(C)OC1=C(C#N)C=C(C=C1)C1=NC(=NO1)C=1C=CC=C2C(=CCC12)OC